ethyl 2-{3-azabicyclo[3.1.0]hexan-3-yl}-4-[(1E)-2-phenylethenyl]pyrimidine-5-carboxylate C12CN(CC2C1)C1=NC=C(C(=N1)\C=C\C1=CC=CC=C1)C(=O)OCC